C1(CC1)C1=NN=C(O1)C=1C=C(C(=O)OC)C=CC1NC1=CC=C(C=C1)C(F)(F)F methyl 3-(5-cyclopropyl-1,3,4-oxadiazol-2-yl)-4-((4-(trifluoromethyl)phenyl) amino)benzoate